NC(C(=O)ON1C(CCC1=O)=O)OCCOCC amino-3,6-dioxaoctanoic acid, succinimidyl ester